[4-[[tert-butyl(dimethyl)silyl]oxymethyl]cyclohexyl]methanesulfonate [Si](C)(C)(C(C)(C)C)OCC1CCC(CC1)CS(=O)(=O)[O-]